(s)-5-(1-(4-chloro-3-fluorobenzyl)piperidin-3-yl)-2-(4-methoxyphenyl)-2,4-dihydro-3H-1,2,4-triazol-3-one ClC1=C(C=C(CN2C[C@H](CCC2)C=2NC(N(N2)C2=CC=C(C=C2)OC)=O)C=C1)F